COC=1C(=CC2=C(C1)OCC1=C2N(N=C1C(=O)N1CCC(CCC1)NC(=O)C1CCC1)C1=CSC=C1)C=C(C)C Cyclobutanecarboxylic acid {1-[7-methoxy-8-(2-methyl-propenyl)-1-thiophen-3-yl-1,4-dihydro-chromeno[4,3-c]pyrazole-3-carbonyl]-azepan-4-yl}-amide